(7-chloro-2-(2,3-dichloropyridin-4-yl)benzo[d]Oxazol-5-yl)methanol ClC1=CC(=CC=2N=C(OC21)C2=C(C(=NC=C2)Cl)Cl)CO